C12(C3(C4CCC(C3C(C3CCCC31)C2)C4)CO)CO pentacyclo[6.5.1.13,6.02,7.09,13]pentadecanedimethanol